N-(3-chloro-4-(trifluoromethyl)benzyl)-1-(3-fluorophenyl)-4-phenyl-1H-imidazol-2-amine ClC=1C=C(CNC=2N(C=C(N2)C2=CC=CC=C2)C2=CC(=CC=C2)F)C=CC1C(F)(F)F